3,5-dimethyl-1H-pyrazole-4-carboxylic acid CC1=NNC(=C1C(=O)O)C